8-tricyclo[5.2.1.02,6]decyl methacrylate C(C(=C)C)(=O)OC1C2C3CCCC3C(C1)C2